FC=1C=C(CNC(N(C[C@H]2CN(CC2)C)CC2=CC=C(C=C2)F)=O)C=CC1OC (R)-3-(3-fluoro-4-methoxybenzyl)-1-(4-fluorobenzyl)-1-((1-methylpyrrolidin-3-yl)methyl)urea